(5-methoxy-1-phenyl-1H-benzo[g]indazol-3-yl)methanol Isocyanate [N-]=C=O.COC=1C=C2C(=NN(C2=C2C1C=CC=C2)C2=CC=CC=C2)CO